(1-(3-cyano-6-hydroxypyrazolo[1,5-a]pyridin-4-yl)-1H-pyrazol-4-yl)carbamic acid tert-butyl ester C(C)(C)(C)OC(NC=1C=NN(C1)C=1C=2N(C=C(C1)O)N=CC2C#N)=O